3-(5-(furan-2-yl)pyridin-3-yl)phenol O1C(=CC=C1)C=1C=C(C=NC1)C=1C=C(C=CC1)O